ClCC1=NC2=CC=CC=C2C(N1C1=C(C=C(C(=C1)C(F)(F)F)F)OC(C)C)=O 2-(chloromethyl)-3-(4-fluoro-2-isopropoxy-5-(trifluoromethyl)phenyl)quinazoline-4(3H)-one